tert-butyl (cyclopropylmethyl)((3R)-1-(2-oxo-1-(1-(4-(5-(pyrrolidin-1-yl)pyridazin-3-yl)-1H-1,2,3-triazol-1-yl)ethyl)-1,2-dihydropyridin-4-yl)piperidin-3-yl)carbamate C1(CC1)CN(C(OC(C)(C)C)=O)[C@H]1CN(CCC1)C1=CC(N(C=C1)C(C)N1N=NC(=C1)C=1N=NC=C(C1)N1CCCC1)=O